C(C)(C)(C)OC(CCC1(NC(NC1=O)=O)C1=NN(C(=C1)C)C1OCCCC1)=O 3-(4-(5-Methyl-1-(tetrahydro-2H-pyran-2-yl)-1H-pyrazol-3-yl)-2,5-dioxoimidazolidin-4-yl)propionic acid tert-butyl ester